2-(cyclopropylamino)-4-(((1r,4r)-4-hydroxycyclohexyl)amino)pyrimidine-5-carboxylic acid C1(CC1)NC1=NC=C(C(=N1)NC1CCC(CC1)O)C(=O)O